C(C)(C)(C)OOC(C)(C)C1=CC(=CC=C1)C(C)(C)OOC(C)(C)C alpha,alpha'-bis(t-butylperoxy)-1,3-diisopropylbenzene